1-(5-cyclopropylpyrazin-2-yl)ethanone C1(CC1)C=1N=CC(=NC1)C(C)=O